OC=1C=C(/C=C/C2=CC=C(O[C@@H]3O[C@@H]([C@H]([C@@H]([C@H]3O)O)O)CO)C=C2)C=C(C1)O (2S,3R,4S,5S,6R)-2-(4-((E)-3,5-dihydroxystyryl)phenoxy)-6-(hydroxymethyl)tetrahydro-2H-pyran-3,4,5-triol